2-chloro-5-{[(cyclopentylcarbonyl)amino]methyl}-N-[1-(1,3-thiazol-4-yl)-1H-indazol-4-yl]benzamide ClC1=C(C(=O)NC2=C3C=NN(C3=CC=C2)C=2N=CSC2)C=C(C=C1)CNC(=O)C1CCCC1